C(#N)C1=CC(=C(COC2=CC=CC(=N2)C2CCN(CC2)C2C(NC3=C2C=CC=C3)O)C=C1)F 3-(4-(6-((4-cyano-2-fluorobenzyl)oxy)pyridin-2-yl)piperidin-1-yl)-2,3-dihydro-1H-benzo[d]pyrrolol